FC(C1=CC=C(C=C1)C1=CN=C(C2=NC=CN=C21)N[C@H]2CCNC(C21CC1)=O)(F)F (S)-8-((8-(4-(trifluoromethyl)phenyl)pyrido[3,4-b]pyrazin-5-yl)amino)-5-azaspiro[2.5]octan-4-one